1-(2-amino-4,6-diisopropylpyrimidin-5-yl)-4,6-dichloro-7-(2-fluorophenyl)pyrido[2,3-d]pyrimidin-2(1H)-one NC1=NC(=C(C(=N1)C(C)C)N1C(N=C(C2=C1N=C(C(=C2)Cl)C2=C(C=CC=C2)F)Cl)=O)C(C)C